1,2-bis(m-chlorophenyl)ethylene ClC=1C=C(C=CC1)C=CC1=CC(=CC=C1)Cl